4-methoxybenzeneFormamide COC1=CC=C(C=C1)C(=O)N